OCCN(CCCCCCCC\C=C/CCCCCCCC)CCO bis[2-hydroxyethyl]oleylamine